4-(6-(2,5-Difluorophenyl)-6-(1H-indazol-1-yl)hex-1,3-diyn-1-yl)-1H-pyrrole FC1=C(C=C(C=C1)F)C(CC#CC#CC=1C=CNC1)N1N=CC2=CC=CC=C12